C1N(CCC2=CC=CC=C12)C[C@H](CN1CCOC2=C(C1=O)C=CC(=C2)OCC2CCN(CC2)CC)O 4-[(2R)-3-(3,4-dihydro-1H-isoquinolin-2-yl)-2-hydroxy-propyl]-8-[(1-ethyl-4-piperidyl)methoxy]-2,3-dihydro-1,4-benzoxazepin-5-one